ClC1=CC=C(C(=N1)C=1N=C2N(C(N(C(=C2)C(F)(F)F)C)=O)C1)S(=O)(=O)CC 2-(6-chloro-3-ethylsulfonyl-2-pyridyl)-6-methyl-7-(trifluoromethyl)imidazo[1,2-c]Pyrimidin-5-one